(S)-2-methoxy-4-methyl-N-(3-(8-(4-methylpiperazin-2-yl)-3-(2,2,2-trifluoroethyl)imidazo[1,2-a]pyridin-2-yl)prop-2-yn-1-yl)aniline COC1=C(NCC#CC=2N=C3N(C=CC=C3[C@@H]3NCCN(C3)C)C2CC(F)(F)F)C=CC(=C1)C